6-((2,6-Dimethylpyrimidin-4-yl)amino)-N-ethoxy-4-((4-methyl-2-(N-methylcyclopropanesulfonamido)phenyl)amino)nicotinamide CC1=NC(=CC(=N1)NC1=NC=C(C(=O)NOCC)C(=C1)NC1=C(C=C(C=C1)C)N(S(=O)(=O)C1CC1)C)C